(R)-3-amino-1-(2-((6-amino-9H-purin-9-yl)methyl)-4-fluoro-3-(pyrrolidin-1-ylmethyl)phenyl)-N-cyclopropylpyrrolidine-3-carboxamide N[C@]1(CN(CC1)C1=C(C(=C(C=C1)F)CN1CCCC1)CN1C2=NC=NC(=C2N=C1)N)C(=O)NC1CC1